N1(CCCC1)C1=NC=CC=C1C(=O)N 2-pyrrolidin-1-yl-pyridine-3-carboxamide